O=C1NC(CCC1C1=CC=C(OC2CCN(CC2)C(=O)OC(C)(C)C)C=C1)=O tert-butyl {4-[4-(2,6-dioxopiperidin-3-yl) phenoxy]piperidin-1-yl}formate